2-[4-(azetidin-3-yl)phenyl]-5-(2,2-dimethylpropyl)-1,3,4-oxadiazole trifluoroacetic acid salt FC(C(=O)O)(F)F.N1CC(C1)C1=CC=C(C=C1)C=1OC(=NN1)CC(C)(C)C